C(C1=CC=CC=C1)N1C(C2=C(C=3C=CC=NC13)CCN(C2)CC2=CC(=NN2C)C)=O 6-benzyl-3-((1,3-dimethyl-1H-pyrazol-5-yl)methyl)-2,3,4,6-tetrahydropyrido[3,4-c][1,8]naphthyridine-5(1H)-one